ClC=1C=C2C(N(NC2=CC1Cl)[C@H](C)C1CCC(CC1)C1=CC=NC2=CC=C(C=C12)F)=O 5,6-dichloro-2-((R)-1-((1s,4S)-4-(6-fluoroquinolin-4-yl)cyclohexyl)ethyl)-1,2-dihydro-3H-indazol-3-one